C(C1=CC=CC=C1)SC1=NC(=NC(=C1)Cl)Cl 4-(benzylthio)-2,6-dichloropyrimidine